(R)-7-bromo-8-chloro-N-(1-(3-(difluoromethyl)-2-fluorophenyl)ethyl)-6-iodo-2-methyl-quinazolin-4-amine BrC1=C(C=C2C(=NC(=NC2=C1Cl)C)N[C@H](C)C1=C(C(=CC=C1)C(F)F)F)I